(2r,5s)-4-(7-(4-iodopyridin-2-yl)-5-(trifluoromethyl)-7H-pyrrolo[2,3-d]pyrimidin-4-yl)-2,5-dimethylpiperazine-1-carboxylic acid tert-butyl ester C(C)(C)(C)OC(=O)N1[C@@H](CN([C@H](C1)C)C=1C2=C(N=CN1)N(C=C2C(F)(F)F)C2=NC=CC(=C2)I)C